C(C)OC1=NC=CC=C1C1=CC(=C2C(=N1)C(=NN2C(C)C)C)NCC2=NN(C=N2)C 5-(2-ethoxy-3-pyridinyl)-1-isopropyl-3-methyl-N-[(1-methyl-1,2,4-triazol-3-yl)methyl]pyrazolo[4,3-b]pyridin-7-amine